4-((tert-butyldimethylsilyl)oxy)-2'-chlorospiro[cyclohexane-1,5'-pyrrolo[3,4-b]pyridin]-7'(6'H)-one [Si](C)(C)(C(C)(C)C)OC1CCC2(NC(C3=NC(=CC=C32)Cl)=O)CC1